FC(S(=O)(=O)OC1=CC2=C(N(CC(CS2(=O)=O)(CC)CCCC)C2=CC=CC=C2)C=C1SC)(F)F 3-butyl-3-ethyl-7-(methylthio)-1,1-dioxido-5-phenyl-2,3,4,5-tetrahydro-1,5-benzothiazepin-8-yl trifluoromethanesulfonate